1-((6,6-difluoro-4-methylspiro[2.3]hexan-4-yl)methyl)-3-(1,1-difluoroethyl)-4-methyl-1H-pyrazole FC1(CC(C12CC2)(C)CN2N=C(C(=C2)C)C(C)(F)F)F